γ-butylacetone CCC(C)CC(C)=O